FC(S(=O)(=O)OC1=C(C(=CC(=C1)F)C)C1=CC(=C(C(=C1)C(F)(F)F)F)C=O)(F)F 4,4'-Difluoro-3'-formyl-6-methyl-5'-(trifluoromethyl)-[1,1'-biphenyl]-2-yl trifluoromethanesulfonate